Tert-Butyl cis-3-amino-2-(3-bromo-4-fluorobenzyl)pyrrolidine-1-carboxylate N[C@@H]1[C@@H](N(CC1)C(=O)OC(C)(C)C)CC1=CC(=C(C=C1)F)Br